(R)-N-(4-cyclobutyl-1-methyl-5-phenethyl-1H-pyrazol-3-yl)-2-(2,2,3,3-tetrafluorocyclobutyl)acetamide C1(CCC1)C=1C(=NN(C1CCC1=CC=CC=C1)C)NC(C[C@H]1C(C(C1)(F)F)(F)F)=O